sodium 1,2-dihydroxypropanephosphonate OC(C(C)O)P([O-])(=O)[O-].[Na+].[Na+]